n-methyl-4,4-difluoro-L-prolinol CN1[C@@H](CC(C1)(F)F)CO